ClC=1SC(=CC1CCC(=O)NCC)Cl 3-(2,5-dichlorothiophen-3-yl)-N-ethyl-propanamide